3-[6-[3-fluoro-1-[3-(4-piperidyloxy)cyclobutyl]-4-piperidyl]-1-oxo-isoindolin-2-yl]piperidine-2,6-dione FC1CN(CCC1C1=CC=C2CN(C(C2=C1)=O)C1C(NC(CC1)=O)=O)C1CC(C1)OC1CCNCC1